COC=1C(=C2N(C(CC3=CC=C(C=C23)C(=O)N)C)C1)C=1SC=CC1 methoxy-5-methyl-1-(thiophen-2-yl)-5,6-dihydropyrrolo[2,1-a]isoquinoline-9-carboxamide